(2R,3S,4S,5R,6R)-2-(hydroxymethyl)-6-(3-(4-hydroxyphenyl)propoxy)tetrahydro-2H-pyran-3,4,5-triol OC[C@H]1O[C@H]([C@@H]([C@H]([C@@H]1O)O)O)OCCCC1=CC=C(C=C1)O